5-((2-(2-aminoethyl)-2-azaspiro[3.3]heptan-6-yl)methyl)-8-chloro-2-methylphthalazin-1(2H)-one NCCN1CC2(C1)CC(C2)CC2=C1C=NN(C(C1=C(C=C2)Cl)=O)C